COC=1C=C(/C=C/C2=CC=C(OCC3(COC(OC3)(C)C)COC(COC3COC(OC3)(C)C)COC3COC(OC3)(C)C)C=C2)C=C(C1)OC (E)-5,5'-((2-((5-((4-(3,5-dimethoxystyryl)phenoxy)methyl)-2,2-dimethyl-1,3-dioxan-5-yl)methoxy)propane-1,3-diyl)bis(oxy))bis(2,2-dimethyl-1,3-dioxane)